4-(4-chlorophenoxy)-2-(trifluoromethyl)benzoic acid ClC1=CC=C(OC2=CC(=C(C(=O)O)C=C2)C(F)(F)F)C=C1